tert-butyl 9-[4-[(2,6-dioxo-3-piperidyl)amino]phenyl]-3-azaspiro[5.5]undecane-3-carboxylate O=C1NC(CCC1NC1=CC=C(C=C1)C1CCC2(CCN(CC2)C(=O)OC(C)(C)C)CC1)=O